C(#N)C1(CCC1)C1=C(C=C(C(=C1)[Si](C)(C)C)O)NC(=O)C1=CNC2=CC=CC=C2C1=O N-(2-(1-Cyanocyclobutyl)-5-hydroxy-4-(trimethylsilyl)phenyl)-4-oxo-1,4-dihydroquinoline-3-carboxamide